1-(2-(4-fluoro-2-methoxy-5-nitrophenylamino)pyrimidin-4-yl)-3,5-dimethyl-1H-Pyrazole-4-carbaldehyde FC1=CC(=C(C=C1[N+](=O)[O-])NC1=NC=CC(=N1)N1N=C(C(=C1C)C=O)C)OC